1,4-bis(bromomethyl)-2,5-diiodobenzene BrCC1=C(C=C(C(=C1)I)CBr)I